3-[5-[4-[(3S)-1-(3-fluoropropyl)pyrrolidin-3-yl]oxyphenyl]-8-hydroxy-2,3-dihydro-1-benzoxepin-4-yl]-2-methoxy-benzoic Acid FCCCN1C[C@H](CC1)OC1=CC=C(C=C1)C1=C(CCOC2=C1C=CC(=C2)O)C=2C(=C(C(=O)O)C=CC2)OC